Methyl-6-(4-(1'-(4-chloro-3-fluorophenyl)-1',2'-dihydrospiro[cyclopentane-1,3'-pyrrolo[3,2-b]pyridine]-5'-carbonyl)-3,3-dimethylpiperazin-1-yl)-2,4-dimethylnicotinic acid CC=1C(=NC(=C(C(=O)O)C1C)C)N1CC(N(CC1)C(=O)C1=CC=C2C(=N1)C1(CN2C2=CC(=C(C=C2)Cl)F)CCCC1)(C)C